The molecule is an organosulfate oxoanion that is the conjugate base of 2,6-dimethylheptyl hydrogen sulfate. It has a role as a Daphnia pulex metabolite and a kairomone. It is a conjugate base of a 2,6-dimethylheptyl hydrogen sulfate. CC(C)CCCC(C)COS(=O)(=O)[O-]